FC(C=1C=CC(=NC1)C(=O)N)(F)F 5-(trifluoromethyl)Pyridineamide